BrC1=C(C(=CC(=C1)S(=O)(=O)C)[N+](=O)[O-])O bromo-4-(methylsulfonyl)-6-nitrophenol